C(C)(C)(C)OC(N(CC)CCONC(=O)[C@H]1N2C(N([C@H](CC1)C2)OS(=O)(=O)O)=O)=O.C(CCC)[N+](CCCC)(CCCC)CCCC tetrabutylammonium tert-butyl-{2-[({[(2S,5R)-7-oxo-6-(sulfooxy)-1,6-diazabicyclo-[3.2.1]oct-2-yl]carbonyl}amino)oxy]ethyl}ethylcarbamate